3-(4-((4-(3-amino-6-(2-hydroxyphenyl)pyridazin-4-yl)piperazin-1-yl)methyl)phenyl)piperidine-2,6-dione NC=1N=NC(=CC1N1CCN(CC1)CC1=CC=C(C=C1)C1C(NC(CC1)=O)=O)C1=C(C=CC=C1)O